5-(2-hydroxyethoxy)-1,2-cyclopentanediol OCCOC1CCC(C1O)O